FC=1C=CC(=C2C=CC(=NC12)C)NC[C@@](CC(C)(C)C1=CC(=CC=2CCOC21)F)(C(F)(F)F)O (S)-8-fluoro-5-[4-(5-fluoro-2,3-dihydrobenzofuran-7-yl)-2-hydroxy-4-methyl-2-trifluoromethyl-pentylamino]-2-methylquinoline